copper hexaanimine C(CCCCC)=N.[Cu]